1-(tert-butyloxycarbonyl)-3-fluoroazetidine C(C)(C)(C)OC(=O)N1CC(C1)F